C(CCC(=O)O)(=O)O.O1CCN(CC1)CC(C)CCC[C@@H](C)[C@H]1CC[C@H]2[C@@H]3CC=C4C[C@@H](O)CC[C@]4(C)[C@H]3CC[C@]12C.O1CCN(CC1)CC(C)CCC[C@@H](C)[C@H]1CC[C@H]2[C@@H]3CC=C4C[C@@H](O)CC[C@]4(C)[C@H]3CC[C@]12C morpholino-cholesterol hemisuccinate